C1(CC1)C(C(F)(F)F)O cyclopropyl-2,2,2-trifluoroethanol